N-tert-Butyl-4-[[2-[3-isopropenyl-1-[(4-methoxyphenyl)methyl]indazol-6-yl]acetyl]amino]pyridine-2-carboxamide C(C)(C)(C)NC(=O)C1=NC=CC(=C1)NC(CC1=CC=C2C(=NN(C2=C1)CC1=CC=C(C=C1)OC)C(=C)C)=O